carbamyl-sulfonate C(N)(=O)S(=O)(=O)[O-]